4-(2-(pyridin-3-yl)thiazol-5-yl)phenyl 3-bromobenzenesulfonate BrC=1C=C(C=CC1)S(=O)(=O)OC1=CC=C(C=C1)C1=CN=C(S1)C=1C=NC=CC1